ClC1=C(N=C(N1C1=C(C=C(C=C1)CC(C)C)OC)CC)C(=O)NCC1(CCC(CC1)S(=O)(=O)C)O 5-Chloro-2-ethyl-N-(((1s,4S)-1-hydroxy-4-(methylsulfonyl)cyclohexyl)methyl)-1-((R*)-4-isobutyl-2-methoxyphenyl)-1H-imidazole-4-carboxamide